O[C@@]1([C@H]2C([C@@H](C[C@@H]1NC(=O)C1=CC=3C(=CN=CC3OC)N1)C2)(C)C)C N-[(1R,2R,3S,5R)-2-hydroxy-2,6,6-trimethyl-norpinan-3-yl]-4-methoxy-1H-pyrrolo[2,3-c]pyridine-2-carboxamide